NN1C(N(N=CC1=O)C1=CC(=C(C(=C1)Cl)OC1=CNC(C(=C1)C1CCC1)=O)Cl)=O amino-2-(3,5-dichloro-4-((5-cyclobutyl-6-oxo-1,6-dihydropyridin-3-yl)oxy)phenyl)-1,2,4-triazine-3,5(2H,4H)-dione